1-[3-[6-(2-thienylmethyl-amino)imidazo[1,2-b]pyridazin-3-yl]phenyl]ethanone S1C(=CC=C1)CNC=1C=CC=2N(N1)C(=CN2)C=2C=C(C=CC2)C(C)=O